COC(=O)C1=C2C(=NC(=C1)N1[C@@H](COCC1)C)C(=NS2)C2=CC(=NN2C2OCCCC2)C.C(CCCCCCCCCCC)SC(C)CC(CCCC)=O 2-(dodecylthio)octan-4-one methyl-3-[3-methyl-1-(oxan-2-yl)-1H-pyrazol-5-yl]-5-[(3R)-3-methylmorpholin-4-yl]-[1,2]thiazolo[4,5-b]pyridine-7-carboxylate